FC1=CC=C(C=C1)C1=C(C=C2C=C(C=C(C2=C1)C(C)NC1=C(C(=O)O)C=CC=C1)C)C 2-((1-(7-(4-fluorophenyl)-3,6-dimethylnaphthalen-1-yl)ethyl)amino)benzoic acid